C1(=CC=CC=C1)C1=CC=C(C=C1)C1=CC=C(C=C1)N1C2=CC=CC=C2C2=C1C=CC=1N(C=3C=CC=CC3C21)C2=CC=1C3=CC=CC=C3C3=CC=CC=C3C1C=C2 5-(4'-phenyl-1,1'-biphenyl-4-yl)-8-(triphenylene-2-yl)-5H,8H-indolo[2,3-c]carbazole